isobutyl α-formyloxyisobutyrate (2-methylpropyl α-formyloxyisobutyrate) CC(CCC(C(=O)O)(C)OC=O)C.C(=O)OC(C(=O)OCC(C)C)(C)C